2-(3-fluorophenyl)-N-(1-hydroxypropan-2-yl)-6-(4-methylphenyl)-3-oxo-2,3-dihydropyridazine-4-carboxamide FC=1C=C(C=CC1)N1N=C(C=C(C1=O)C(=O)NC(CO)C)C1=CC=C(C=C1)C